N1C(=NC2=C1C=CC=C2)C2=CC(=NN2C)NC(=O)C=2C=NC(=CC2)N2CCN(CC2)C(CO)=O N-[5-(1H-benzimidazol-2-yl)-1-methyl-pyrazol-3-yl]-6-[4-(2-hydroxyacetyl)piperazin-1-yl]pyridine-3-carboxamide